3-(2,6-dimethylpyridin-4-yl)-1H-indazol-5-amine CC1=NC(=CC(=C1)C1=NNC2=CC=C(C=C12)N)C